N-fluorenylmethoxycarbonyl-D-aspartate C1(=CC=CC=2C3=CC=CC=C3CC12)COC(=O)N[C@H](CC(=O)[O-])C(=O)[O-]